OC1=C(C=CC(=C1)O)C(\C=C\C1=CC=C(C=C1)OCCCCC)=O (E)-1-(2,4-Dihydroxyphenyl)-3-(4-pentoxyphenyl)prop-2-en-1-one